BrC1=NN(C(=N1)C(CC(C1=C(C=CC=C1F)F)O[Si](C)(C)C(C)(C)C)O)C1OCCCC1 1-(3-bromo-1-(tetrahydro-2H-pyran-2-yl)-1H-1,2,4-triazol-5-yl)-3-((tert-butyldimethylsilyl)oxy)-3-(2,6-difluorophenyl)propan-1-ol